C(C1=CC=CC=C1)OC1=C(C=CC=C1)C1(CC1)NC(OC(C)(C)C)=O t-butyl (1-(2-(benzyloxy)phenyl)cyclopropyl)carbamate